Benzyl (S)-3-cyclopropyl-2-(2-((S)-1-(2,3-difluorobenzyl)-5-thioxopyrrolidin-2-yl)acetamido)propanoate C1(CC1)C[C@@H](C(=O)OCC1=CC=CC=C1)NC(C[C@H]1N(C(CC1)=S)CC1=C(C(=CC=C1)F)F)=O